OCC1=C(C=CC=C1)NC1=CC=NC=C1C(=O)N 4-(2-(hydroxymethyl)phenylamino)nicotinamide